CC1=CC(=C(C=N1)OC1CCC(CC1)O)C1=CC=2N(C=C1)N=C(C2)NC2=NC(=NC(=C2)C)N2CCCC2 4-[[6-methyl-4-[2-[(6-methyl-2-pyrrolidin-1-yl-pyrimidin-4-yl)amino]pyrazolo[1,5-a]pyridin-5-yl]-3-pyridyl]oxy]cyclohexanol